N-[4-(1-{[5-(trifluoromethyl)pyridin-2-yl]carbonyl}piperidin-4-yl)butyl]imidazo[1,2-a]pyridine-6-carboxamide FC(C=1C=CC(=NC1)C(=O)N1CCC(CC1)CCCCNC(=O)C=1C=CC=2N(C1)C=CN2)(F)F